2,6-dimethyl-4-tert-butylphenol CC1=C(C(=CC(=C1)C(C)(C)C)C)O